tert-butyl 3-(5-fluoro-6-(pyrazolo[1,5-a]pyridin-3-yl)pyridin-2-yl)piperidine-1-carboxylate FC=1C=CC(=NC1C=1C=NN2C1C=CC=C2)C2CN(CCC2)C(=O)OC(C)(C)C